C(CCC)C1=CC=NC(=C1)CC1=CC=C(C=C1)CCl 4-butyl-6-(4-(chloromethyl)benzyl)pyridine